ClC1=CC2=C(N=C(S2)C23CC(C2)(C3)NC(=O)C3=NC(=NO3)C3(CC3)S(=O)(=O)C)C=C1 N-[3-(6-chloro-1,3-benzothiazol-2-yl)-1-bicyclo[1.1.1]pentanyl]-3-(1-methylsulfonylcyclopropyl)-1,2,4-oxadiazole-5-carboxamide